N-methyl-O-propyl-L-serine cyanomethyl ester C(#N)COC([C@@H](NC)COCCC)=O